CC(C1=CC=CC=C1)=C([C@H]([C@H]([C@@H]([C@H](C(O)=C(C1=CC=CC=C1)C)O)O)O)O)O bis(methylbenzyliden)sorbitol